Cl.N[C@@H]1[C@H](CCCC1)OC=1C=C2CN(C(C2=CC1)=O)C1C(NC(CC1)=O)=O 3-(5-(((1S,2S)-2-aminocyclohexyl)oxy)-1-oxoisoindolin-2-yl)piperidine-2,6-dione hydrochloride